C(C)(C)(C)OC(=O)N[C@@H](COC1=NC(=NC(=C1C)C1=C(C=CC=C1C)CC1CCCCC1)NS(=O)(=O)C=1C=C(C(=O)O)C=CC1)CC(C)(C)C 3-[[4-[(2R)-2-(tert-butoxycarbonylamino)-4,4-dimethyl-pentoxy]-6-[2-(cyclohexylmethyl)-6-methyl-phenyl]-5-methyl-pyrimidin-2-yl]sulfamoyl]benzoic acid